N-[(4-ethenyl-3-fluoro-5-nitrophenyl)methyl]-N-(2-methanesulfonylpyridin-3-yl)-2-methylpyrimidine-5-carboxamide C(=C)C1=C(C=C(C=C1[N+](=O)[O-])CN(C(=O)C=1C=NC(=NC1)C)C=1C(=NC=CC1)S(=O)(=O)C)F